[Si](C)(C)(C(C)(C)C)OC1=CC2=C(CN(C(O2)=O)C2=CC=C(C=C2)OCCN2CCOCC2)C=C1 7-((tert-butyldimethylsilyl)oxy)-3-(4-(2-morpholinoethoxy)phenyl)-3,4-dihydro-2H-benzo[e][1,3]oxazin-2-one